6-(6-methyl-5,6,7,8-tetrahydro-[1,2,4]triazolo[4,3-a]pyridin-3-yl)-4-((methylamino)methyl)-2,3-dihydro-1H-pyrrolo[3,4-c]pyridin-1-one CC1CCC=2N(C1)C(=NN2)C2=CC1=C(C(=N2)CNC)CNC1=O